N,N'-di-[2-(benzylsulfonyloxy)phenyl]urea C(C1=CC=CC=C1)S(=O)(=O)OC1=C(C=CC=C1)NC(=O)NC1=C(C=CC=C1)OS(=O)(=O)CC1=CC=CC=C1